4-(4-((3R,5r,7r)-adamantan-1-yl)phenoxy)aniline C12(CC3CC(CC(C1)C3)C2)C2=CC=C(OC3=CC=C(N)C=C3)C=C2